2-(methylsulfonyl)-4-(methylthio)-7-(trifluoromethyl)imidazo[2,1-f][1,2,4]triazine CS(=O)(=O)C1=NN2C(C(=N1)SC)=NC=C2C(F)(F)F